C(N)(=O)C1=CC(=C(C=C1)[C@@]1(OC2=C(O1)C=CC=C2C2CCN(CC2)C(=O)OC(C)(C)C)C)F tert-butyl (S)-4-(2-(4-carbamoyl-2-fluorophenyl)-2-methylbenzo[d][1,3]dioxol-4-yl)piperidine-1-carboxylate